(1R,4R)-tert-butyl-5-(2-chloroacetyl)-2,5-diazabicyclo[2.2.1]heptane-2-carboxylic acid C(C)(C)(C)[C@@]12N(C[C@H](N(C1)C(CCl)=O)C2)C(=O)O